FC=1C=C(C#N)C=C(C1)OC1=C2CCC3(C2=C(C=C1)S(=O)(=O)C)OCCO3 3-fluoro-5-(7'-methylsulfonylspiro[1,3-dioxolane-2,1'-indane]-4'-yl)oxy-benzonitrile